C(C1=CC=CC=C1)OC1=CC=C(C=C1)C 2-(benzyloxy)-5-methylbenzene